8-fluoro-2-(4-(methylsulfonyl)phenyl)-7-(1'-(tetrahydro-2H-pyran-4-yl)-[1,4'-bipiperidin]-4-yl)imidazo[1,2-a]pyridine FC=1C=2N(C=CC1C1CCN(CC1)C1CCN(CC1)C1CCOCC1)C=C(N2)C2=CC=C(C=C2)S(=O)(=O)C